2-((1-fluoroethyl)sulfonyl)benzo[d]thiazole FC(C)S(=O)(=O)C=1SC2=C(N1)C=CC=C2